C1(C=CC=2C3=CC=C(C12)C3)C=O 4,7-Methano-1H-indenecarboxaldehyde